BrC1=CC=C(C=C1)C=1N=C2N(C=CC=C2)C1CN1CCN(CC1)C(=O)C1=C(C=CC(=C1)F)C (4-{[2-(4-bromophenyl)imidazo[1,2-a]pyridine-3-yl]methyl}piperazin-1-yl)(5-fluoro-2-methylphenyl)methanone